C(C)(C)(C)OC(=O)N[C@H](C(=O)N1[C@@H]([C@H]2C([C@H]2C1)(C)C)C(=O)O)C(C)C (1R,2S,5S)-3-[(2S)-2-(tert-butoxycarbonylamino)-3-methyl-butanoyl]-6,6-dimethyl-3-azabicyclo[3.1.0]hexane-2-carboxylic acid